C(C1=CC=CC=C1)OC(=O)N[C@H](C(=O)OC(C)(C)C)[C@H](CCCB1OC(C(O1)(C)C)(C)C)C(NC)=O (2S,3S)-tert-butyl 2-(benzyloxycarbonylamino)-3-(methylcarbamoyl)-6-(4,4,5,5-tetramethyl-1,3,2-dioxaborolan-2-yl)hexanoate